N=1C=NC=2C1C=C1OC=CN=C1N2 imidazo[4',5':5,6]pyrido[3,2-b][1,4]oxazin